2-({[7-(4-aminopyridin-2-yl)-2-methoxynaphthalen-1-yl]amino}methyl)prop-2-enenitrile NC1=CC(=NC=C1)C1=CC=C2C=CC(=C(C2=C1)NCC(C#N)=C)OC